4-(((2-(3-Chlorophenyl)oxazol-5-yl)methyl)amino)-2-(2,6-Dioxopiperidin-3-yl)isoindolin-1,3-dione ClC=1C=C(C=CC1)C=1OC(=CN1)CNC1=C2C(N(C(C2=CC=C1)=O)C1C(NC(CC1)=O)=O)=O